C1(=CC=C(C=C1)C1=NC(=NC(=C1)C1=NC=C(C=C1)Br)C1=CC=CC=C1)C1=CC=CC=C1 4-([1,1'-biphenyl]-4-yl)-6-(5-bromopyridin-2-yl)-2-phenylpyrimidine